N1(CCC1)[C@@H](CNS(=O)(=O)C1=CC=C2C=CNC2=C1)C1=NN(C2=CC=CC=C12)CC (S)-N-(2-(azetidin-1-yl)-2-(1-ethyl-1H-indazol-3-yl)ethyl)-1H-indole-6-sulfonamide